1,2-ditridecanoyl-sn-Glycero-3-phosphocholine C(CCCCCCCCCCCC)(=O)OC[C@@H](OC(CCCCCCCCCCCC)=O)COP(=O)([O-])OCC[N+](C)(C)C